3-((N-(2-fluorobenzyl)thiophene-2-sulfonylamino)ethynyl)-2-(1H-pyrrol-1-yl)benzoic acid lithium [Li].FC1=C(CN(S(=O)(=O)C=2SC=CC2)C#CC=2C(=C(C(=O)O)C=CC2)N2C=CC=C2)C=CC=C1